(R)-3-(1,4-dimethyl-1H-benzo[d][1,2,3]triazol-5-yl)-3-(3-(((R)-2-ethyl-7-hydroxy-2,3-dihydropyrido[2,3-f][1,4]oxazepin-4(5H)-yl)methyl)-4-methylphenyl)propanoic acid hydrate O.CN1N=NC2=C1C=CC(=C2C)[C@H](CC(=O)O)C2=CC(=C(C=C2)C)CN2C[C@H](OC1=C(C2)N=C(C=C1)O)CC